CC1=C(C=CC(=C1O)O)C(C(=O)O)=C 2-methyl-3,4-dihydroxyphenyl-acrylic acid